FC=1C(=C(C=C(C1)F)C=1C=C2C(=NN1)NC[C@@H]1N2C[C@@H](C1)OC1=CC=C(C=O)C=C1)O 4-(((6aR,8R)-2-(3,5-difluoro-2-hydroxyphenyl)-5,6,6a,7,8,9-hexahydropyrrolo[1',2':4,5]pyrazino[2,3-c]pyridazin-8-yl)oxy)benzaldehyde